C(C1=CC=CC=C1)NC(=O)C1(N(C(C(C1C)NCC1=CC=CC=C1)=O)C)CO N-benzyl-4-(benzylamino)-2-(hydroxymethyl)-1,3-dimethyl-5-oxopyrrolidine-2-carboxamide